phosphino-carboxylic acid PC(=O)O